NCC=1C=CC2=C(C(=CO2)C[C@H](C(=O)OC(C)(C)C)[C@@H]2CN(CC2)C(=O)OC(C)(C)C)C1 Tert-butyl (R)-3-((S)-3-(5-(aminomethyl)benzofuran-3-yl)-1-(tert-butoxy)-1-oxopropan-2-yl)pyrrolidine-1-carboxylate